2-methoxy-pyridine-3-carboxamide COC1=NC=CC=C1C(=O)N